2-((S)-1-(4-(6-((4-cyano-2-fluorobenzyl)oxy)pyridin-2-yl)piperazin-1-yl)ethyl)-1-(((S)-oxetan-2-yl)methyl)-1H-benzo[d]imidazole-6-carboxylic acid C(#N)C1=CC(=C(COC2=CC=CC(=N2)N2CCN(CC2)[C@@H](C)C2=NC3=C(N2C[C@H]2OCC2)C=C(C=C3)C(=O)O)C=C1)F